[(2',4'-dichloro-4-{[3-(dimethylamino)propoxy]carbonyl}-[1,1'-biphenyl]-3-yl)carbamoyl]-5-hydroxybenzene-1,4-dicarboxylic acid ClC1=C(C=CC(=C1)Cl)C1=CC(=C(C=C1)C(=O)OCCCN(C)C)NC(=O)C1=C(C=C(C(=C1)C(=O)O)O)C(=O)O